(5-methylpyridin-2-yl)ammonia CC=1C=CC(=NC1)N